(Triphenylenyl)dibenzothiophene C1(=CC=CC=2C3=CC=CC=C3C3=CC=CC=C3C12)C1=CC=CC=2SC3=C(C21)C=CC=C3